4-aminocyclohexyl (2R,3R,4S,5S)-4-(aminomethyl)-4-(4-chloro-2-fluorophenyl)-3-(3-chlorophenyl)-1-ethyl-5-neopentylpyrrolidine-2-carboxylate NC[C@]1([C@H]([C@@H](N([C@H]1CC(C)(C)C)CC)C(=O)OC1CCC(CC1)N)C1=CC(=CC=C1)Cl)C1=C(C=C(C=C1)Cl)F